(R)-3-amino-7-(cyclopropylmethyl)-1-methyl-4,5-dihydro-1H-pyrido[4,3-b]azepine-2,8(3H,7H)-dione N[C@@H]1CCC=2C(N(C1=O)C)=CC(N(C2)CC2CC2)=O